8-propylpyrido[2,3-d]Pyrimidin-7(8H)-one C(CC)N1C(C=CC2=C1N=CN=C2)=O